CN1N=CC(=C1)C=1C=CC=2N(C1)C=C(N2)C(=O)N 6-(1-methyl-1H-pyrazol-4-yl)imidazo[1,2-a]pyridine-2-carboxamide